BrC1=C(C=C(C=C1)S(=O)(=O)NC1CCC(CC1)O)C 4-bromo-N-((1R,4R)-4-hydroxycyclohexyl)-3-methylbenzenesulfonamide